BrC1=CC=C(N=N1)CN(C(OC(C)(C)C)=O)[C@@H](COC)C1CC1 |r| racemic-tert-butyl ((6-bromopyridazin-3-yl)methyl)(1-cyclopropyl-2-methoxyethyl)carbamate